Octahydro-4,7-methano-1H-indene C1CCC2C3CCC(C12)C3